7-fluoro-1-isopropyl-3-methyl-1H-imidazo[4,5-c]cinnolin-2(3H)-one FC=1C=CC=2C3=C(N=NC2C1)N(C(N3C(C)C)=O)C